C(C)N1C2=C(C=C1CO)C=C(S2)C (6-ethyl-2-methyl-6H-thieno[2,3-b]pyrrol-5-yl)methanol